F[P-](F)(F)(F)(F)F.CN(C)C(=[N+]1N=[N+](C2=NC=CC=C21)[O-])N(C)C 1-[bis(dimethyl-amino)methylene]-1H-1,2,3-triazolo[4,5-b]pyridinium-3-oxide hexafluorophosphate